ClC1=C(CN2C=NC3=C2C=C(C=C3)C3=CC(=NN3)NC(C3=CC=C(C=C3)\C=C\CCCCC(=O)NO)=O)C(=CC=C1)Cl (E)-N-(5-(1-(2,6-dichlorobenzyl)-1H-benzo[d]imidazol-6-yl)-1H-pyrazol-3-yl)-4-(7-(hydroxyamino)-7-oxohept-1-en-1-yl)benzamide